5-amino-6-chloro-3-propylpyrimidine-2,4(1H,3H)-dione NC=1C(N(C(NC1Cl)=O)CCC)=O